4-(((Z)-5-((Z)-7-fluoro-2-oxoindoline-3-ylidene)-4-oxo-3-phenyl-thiazolidin-2-ylidene)amino)benzenesulphonamide FC=1C=CC=C2/C(/C(NC12)=O)=C/1\C(N(/C(/S1)=N/C1=CC=C(C=C1)S(=O)(=O)N)C1=CC=CC=C1)=O